OC[C@@H]1CN(CC1)CC1=CC=NC=C1 4-(((S)-3-(hydroxymethyl)pyrrolidin-1-yl)methyl)pyridin